C1(=CC=CC=C1)C1=NC2=CC=CC=C2C=C1.C1(=CC=CC=C1)C1=NC2=CC=CC=C2C=C1.C1(=CC=CC=C1)C1=NC2=CC=CC=C2C=C1.[Ir+3] iridium(III) tris(phenylquinoline)